C(C)OC1=C(C(=CC(=C1)OCC)O)C(C=CC1=CC(=C(C=C1)OCC)OCC)=O 1-(2,4-Diethoxy-6-hydroxyphenyl)-3-(3,4-diethoxyphenyl)prop-2-en-1-one